(3R*,4R*)-1-Cyclohexyl-4-{[5-(2,4-difluoro-phenyl)-[1,2,4]oxadiazole-3-carbonyl]-amino}-piperidine-3-carboxylic acid ((R)-1-pyrazin-2-yl-ethyl)-amide N1=C(C=NC=C1)[C@@H](C)NC(=O)[C@@H]1CN(CC[C@H]1NC(=O)C1=NOC(=N1)C1=C(C=C(C=C1)F)F)C1CCCCC1 |o1:11,16|